ClC1=CC(=C(N=N1)NS(=O)(=O)C)C(=O)OCC ethyl 6-chloro-3-(methylsulfonamido)pyridazine-4-carboxylate